FC(C(=O)O)(F)F.CN(C(CC)=O)C N,N-dimethyl-1-propanamide trifluoroacetate